N[C@H]1[C@@H](CN(CC1)C(=O)OC(C)(C)C)O |r| racemic-tert-butyl (3R,4R)-4-amino-3-hydroxypiperidine-1-carboxylate